CC(CC(=O)OCC(NCCC1=CC(=C(C=C1)OC)OC)=O)(C)C (3,4-dimethoxy-phenethylcarbamoyl)-methyl 3,3-dimethylbutanoate